trifluoropropyl-cyclopentasiloxane FC(CC[SiH]1O[SiH2]O[SiH2]O[SiH2]O[SiH2]O1)(F)F